methyl 9-methyl-11-oxo-10,11-dihydrodibenzo[b,f][1,4]thiazepine-8-carboxylate CC1=C(C=CC=2SC3=C(C(NC21)=O)C=CC=C3)C(=O)OC